12-[(3'-dibenzothiophen-4-yl)biphenyl-3-yl]phenanthro[9',10':4,5]furo[2,3-b]pyrazine C1=CC=C(C=2SC3=C(C21)C=CC=C3)C=3C=C(C=CC3)C3=CC(=CC=C3)C=3N=C2C(=NC3)OC=3C2=C2C=CC=CC2=C2C=CC=CC23